(S)-2-(3-(2-(3-fluoroazetidin-1-yl)ethyl)-4-methyl-6-oxopyridazine-1(6H)-yl)-4-methylpentanoic acid methyl ester COC([C@H](CC(C)C)N1N=C(C(=CC1=O)C)CCN1CC(C1)F)=O